methyl 2-((anti)-5-(4-methoxyphenyl)-1-(4-(trifluoromethyl)benzyl)piperidin-3-yl)acetate COC1=CC=C(C=C1)C1CC(CN(C1)CC1=CC=C(C=C1)C(F)(F)F)CC(=O)OC